COC(=O)C1=CC2=C(N=C(S2)Br)C(=C1)[C@H]1COCC1 2-bromo-4-[(3S)-oxolan-3-yl]-1,3-benzothiazole-6-carboxylic acid methyl ester